[N+](=O)([O-])C1=CC=C(C(=O)OC2CC(C3=C2N=CN=C3)C)C=C1 5-methyl-6,7-dihydro-5H-cyclopenta[d]pyrimidin-7-yl 4-nitrobenzoate